N-methylanilinochlorobenzene CN(C1=CC=CC=C1)C1=C(C=CC=C1)Cl